N-(4-methoxybenzyl)-4-methylaniline COC1=CC=C(CNC2=CC=C(C=C2)C)C=C1